NN1C(=NC(=C1C(=O)N)C1=CC=C(C=C1)C(NC1=NC=CC(=C1)Cl)=O)[C@H]1N(CCCC1)C(C#C)=O (S)-1-Amino-4-(4-((4-chloropyridin-2-yl)carbamoyl)phenyl)-2-(1-propioloylpiperidin-2-yl)-1H-imidazol-5-carboxamid